C(C)(C)(C)OC(NC1(CN(CC1)CC1=CC=CC=C1)COC=1C(=NC(=CC1)C)Cl)=O (1-Benzyl-3-(((2-chloro-6-methylpyridin-3-yl)oxy)methyl)pyrrolidin-3-yl)carbamic acid tert-butyl ester